C(C1=CC=CC=C1)OC(=O)C1N(CCNC1CC#N)[C@]1(NC(=NC=C1)OC[C@H]1N(CCC1)C)C(=O)O (S)-4-((benzyloxycarbonyl)-3-(cyanomethyl)piperazin-1-yl)-2-(((S)-1-methylpyrrolidin-2-yl)methoxy)pyrimidine-4-carboxylic acid